ClC=1C=C(C=C(C1)Cl)C1=C(C=C2N1N=CC(=C2C(C)C)C(=O)OC)C methyl 7-(3,5-dichlorophenyl)-6-methyl-4-(propan-2-yl)pyrrolo[1,2-b]pyridazine-3-carboxylate